FC=1C=C(C=C2C=CC(=NC12)C1CCOCC1)CN1C[C@H]([C@@H](C1)C1=CC(=NC=C1)C)OC=1C=C2CN(C(C2=CC1)=O)[C@@H]1C(NC(CC1)=O)=O |o1:20,21| (3S)-3-(5-{[(3S*,4R*)-1-{[8-fluoro-2-(oxan-4-yl)quinolin-6-yl]methyl}-4-(2-methylpyridin-4-yl)pyrrolidin-3-yl]oxy}-1-oxo-2,3-dihydro-1H-isoindol-2-yl)piperidine-2,6-dione